CN(C(OC(C)(C)C)=O)[C@H]1CNCCC1 tert-Butyl (R)-methyl(piperidin-3-yl)carbamate